O=N[C@@H](CO)C(=O)O oxoserine